5-(4-methyl-3-(3-methylbut-1-ynyl)phenoxy)-1H-1,2,3-triazole-4-carboxylic acid CC1=C(C=C(OC2=C(N=NN2)C(=O)O)C=C1)C#CC(C)C